tert-butyl ((1S,3R)-1-(2-chlorophenyl)-3-hydroxy-2-oxocyclohexyl)carbamate ClC1=C(C=CC=C1)[C@@]1(C([C@@H](CCC1)O)=O)NC(OC(C)(C)C)=O